cyclopropyl-3-((5-fluoro-4-methylpyridin-2-yl)methyl)naphthalene-1,4-dione C1(CC1)C=1C(C2=CC=CC=C2C(C1CC1=NC=C(C(=C1)C)F)=O)=O